4-benzenemethanethiol C1=CC=C(C=C1)CS